2-(2-methyl-4-(p-tolyl)thieno[2,3-b]pyridin-5-yl)pentanoic acid CC1=CC=2C(=NC=C(C2C2=CC=C(C=C2)C)C(C(=O)O)CCC)S1